2,2-dihydroxymethyl-propanal OCC(C=O)(C)CO